2,2-dihydroxymethylbutanal OCC(C=O)(CC)CO